NC=1C=C(C(=O)OC)C=C(C1NCCCCN1C(=NC2=C1C=CC(=C2)C(N)=O)NC(=O)C2=CC(=NN2CC)C)OC Methyl 3-amino-4-((4-(5-carbamoyl-2-(1-ethyl-3-methyl-1H-pyrazole-5-carboxamido)-1H-benzo[d]imidazol-1-yl)butyl)amino)-5-methoxybenzoate